C(C1=CC=CC=C1)OC1=C(C=C(C(=C1)Br)F)F 1-(benzyloxy)-5-bromo-2,4-difluorobenzene